Cl.N[C@H](C(=O)OCC)C12CC(C1)C2 ethyl (2S)-2-amino-2-{bicyclo[1.1.1]pentan-1-yl}acetate hydrochloride